α-L-Rhamnopyranosyl-(1→3)-α-L-rhamnopyranosyl-(1→2)-L-rhamnose [C@@H]1([C@H](O)[C@H](O)[C@@H](O)[C@@H](O1)C)O[C@H]1[C@H]([C@@H](O[C@H]([C@@H]1O)C)O[C@@H](C=O)[C@H](O)[C@@H](O)[C@@H](O)C)O